O=C1NC(=NC2=CC=C(C=C12)C(F)(F)F)CCCN1C(C2=CC=CC=C2C1=O)=O 2-(3-(4-Oxo-6-(trifluoromethyl)-3,4-dihydroquinazolin-2-yl)propyl)isoindoline-1,3-dione